1-β-D-ribofuranosyl-1H-1,2,4-triazole-3-carboxyamide [C@@H]1([C@H](O)[C@H](O)[C@H](O1)CO)N1N=C(N=C1)CC(=O)N